rac-tert-butyl (2-((1S*,2S*)-2-(4-methylpyrimidin-2-yl)cyclopropyl)-4-oxo-3,4-dihydropyrido[3,2-d]pyrimidin-7-yl)carbamate CC1=NC(=NC=C1)[C@@H]1[C@H](C1)C=1NC(C2=C(N1)C=C(C=N2)NC(OC(C)(C)C)=O)=O |r|